ClC1=CC=C(C=C1)NC(NC1=CC(=CC=C1)N1CCC(CC1)(F)F)=O 3-(4-chlorophenyl)-1-[3-(4,4-difluoropiperidin-1-yl)phenyl]urea